C(CCC)N1CC2=C3C(C(=CC=C13)Cl)=CC=C2 1-butyl-6-chlorobenz[cd]indol